2-(2,5-dichlorophenyl)cyclopropane ClC1=C(C=C(C=C1)Cl)C1CC1